Ethyl 2-((2-methoxyphenyl)amino)-4-((4-methoxyphenyl)amino)pyrimidine-5-carboxylate COC1=C(C=CC=C1)NC1=NC=C(C(=N1)NC1=CC=C(C=C1)OC)C(=O)OCC